2-chloro-N-[2-(3,4-dimethoxyphenyl)ethyl]-5-phenoxy-pyridine-4-carboxamide ClC1=NC=C(C(=C1)C(=O)NCCC1=CC(=C(C=C1)OC)OC)OC1=CC=CC=C1